ClC=1C=C(OC2=C(C=C(C=C2)C=2SC=3N=CN=C(C3N2)O)[N+](=O)[O-])C=CC1 2-[4-(3-Chlorophenoxy)-3-nitrophenyl]-7-hydroxy-thiazolo[5,4-d]pyrimidine